C[Si](OC(=C)C=C)(C)C 2-trimethylsiloxy-1,3-butadiene